tert-butyl (R)-(1-(5-amino-1,2-dimethyl-1H-benzo[d]imidazol-4-yl)piperidin-3-yl)carbamate NC1=C(C2=C(N(C(=N2)C)C)C=C1)N1C[C@@H](CCC1)NC(OC(C)(C)C)=O